C(CCC)N1CCN(CC1)C1=CC2=C(NC(=N2)C2=CC(=C(C(=C2)O)O)OC)C=C1 5-(5-(4-butylpiperazin-1-yl)-1H-benzo[d]imidazol-2-yl)-3-methoxybenzene-1,2-diol